[C@H]12CC(C[C@H](CC1)N2)OC2=CC=C(N=N2)C2=C(C=C(C=C2)C=2SC(=NN2)C)O 2-(6-(((1r,3s,5s)-8-azabicyclo[3.2.1]oct-3-yl)oxy)pyridazin-3-yl)-5-(5-methyl-1,3,4-thiadiazol-2-yl)phenol